OCCC#CC1=CC2=C(OC[C@@H](C(N2C)=O)NC(C(=O)NC(CC2=CC=CC=C2)C)=O)C=C1 N1-((S)-7-(4-hydroxybut-1-yn-1-yl)-5-methyl-4-oxo-2,3,4,5-tetrahydrobenzo[b][1,4]oxazepin-3-yl)-N2-(1-phenylpropan-2-yl)oxalamide